benzyl-dimethylammonium bromide [Br-].C(C1=CC=CC=C1)[NH+](C)C